C(C1=CC=CC=C1)N1CCN(CC1)CCC(=O)NC=1SC=C(N1)C1=CC=CC=C1 3-(4-benzyl-piperazine-1-yl)-N-(4-phenyl-thiazole-2-yl)propionamide